4-bromo-5,8,8-trimethyl-5-phenyl-3-(trifluoromethyl)-5,8,9,10-tetrahydrobenzo[b][1,8]naphthyridin-6(7H)-one BrC=1C=2C(C3=C(NC2N=CC1C(F)(F)F)CC(CC3=O)(C)C)(C3=CC=CC=C3)C